N1(CCSCC1)C(=O)C1CNCC1 3-(thiomorpholine-4-carbonyl)pyrrolidin